C(C([2H])([2H])[2H])(=O)N1[C@@H](CNC[C@H]1C)C1=CC(=NC(=C1)Cl)C1=CC(=NC=N1)C(=O)NC([2H])([2H])[2H] 6-(4-((2R,6R)-1-(acetyl-d3)-6-methylpiperazin-2-yl)-6-chloropyridin-2-yl)-N-(methyl-d3)pyrimidine-4-carboxamide